3-(6-chloropyrimidin-4-yl)-5-(1-methyl-cyclopropoxy)-1H-indazole ClC1=CC(=NC=N1)C1=NNC2=CC=C(C=C12)OC1(CC1)C